CC1(CCC2(CN(C2)C=O)CC1)OC1=NC=C(C=C1)C(F)(F)F (7-methyl-7-((5-(trifluoromethyl)pyridin-2-yl)oxy)-2-azaspiro[3.5]non-2-yl)methanone